FC1=C(C=CC(=C1)OC=1SC(=CN1)C=1C=NC(=C(C1)F)C)NC1=NC=NC2=CC(=C(C=C12)NC1CCN(CC1)C(C=C)=O)OC 1-(4-((4-((2-fluoro-4-((5-(5-fluoro-6-methylpyridin-3-yl)thiazol-2-yl)oxy)phenyl)amino)-7-methoxyquinazolin-6-yl)amino)piperidin-1-yl)prop-2-en-1-one